(E)-3-fluoro-2-((3-fluoro-4-(((4-methyltetrahydro-2H-pyran-4-yl)methyl)sulfonyl)phenoxy)methyl)prop-2-en-1-amine F/C=C(\CN)/COC1=CC(=C(C=C1)S(=O)(=O)CC1(CCOCC1)C)F